tert-butyl 4-(3-(3-ethyl-1H-pyrrolo[2,3-b]pyridin-5-yl)-4-((methylamino)methyl)phenyl)-3-oxopiperazine-1-carboxylate C(C)C1=CNC2=NC=C(C=C21)C=2C=C(C=CC2CNC)N2C(CN(CC2)C(=O)OC(C)(C)C)=O